(3R,4R)-4-((R)-5H-imidazo[5,1-a]isoindol-5-yl)-tetrahydrofuran-3-amine C=1N=CN2C1C1=CC=CC=C1[C@H]2[C@H]2[C@H](COC2)N